C(C)(C)NC(O[C@H]1C[C@H](CC1)C=1NN=C(C1)NC(CCOC1=C(C(=CC=C1)O)C=O)=O)=O (1R,3S)-3-{5-[3-(2-formyl-3-hydroxyphenoxy) propanamido]-2H-pyrazol-3-yl}cyclopentyl N-isopropylcarbamate